(E)-2-(4-(4-((4-butylphenyl)diazenyl)phenoxy)butyl)decyl methacrylate C(C(=C)C)(=O)OCC(CCCCCCCC)CCCCOC1=CC=C(C=C1)\N=N\C1=CC=C(C=C1)CCCC